NCC#CC1=C(C=C(C=C1)NC(C[C@H]1C=2N(C3=C(C(=N1)C1=CC=C(C=C1)Cl)C(=C(S3)C)C)C(=NN2)C)=O)CS (S)-N-(4-(3-aminoprop-1-yn-1-yl)-3-(mercaptomethyl)phenyl)-2-(4-(4-chlorophenyl)-2,3,9-trimethyl-6H-thieno[3,2-f][1,2,4]triazolo[4,3-a][1,4]diazepin-6-yl)acetamide